CC(C(=O)OCCCCCCCCCCCSC1NC=CC(N1)=O)=C 11-[(4-oxo-1,2,3,4-tetrahydropyrimidin-2-yl)sulfanyl]undecyl 2-methylprop-2-enoate